3-phenylcyclobutan-1-ol C1(=CC=CC=C1)C1CC(C1)O